(8S,12R)-8,12-dimethyl-18-(oxan-2-yl)-9,13-dioxa-4,5,18,19-tetraazatetracyclo[12.5.2.12,5.017,20]docosa-1(19),2(22),3,14(21),15,17(20)-hexaene C[C@H]1CCN2N=CC(C3=NN(C=4C=CC(O[C@@H](CCO1)C)=CC34)C3OCCCC3)=C2